C1(=CC=CC=C1)[C@@H]1N(S(OC1)(=O)=O)C(=O)OC(C)(C)C tert-butyl (S)-4-phenyl-1,2,3-oxathiazolidine-3-carboxylate 2,2-dioxide